tert-butyl 2-(4-(7-((3-(piperidin-1-yl)propyl)carbamoyl)benzo[d]imidazo[2,1-b]thiazol-2-yl)phenyl)pyrrolidine-1-carboxylate N1(CCCCC1)CCCNC(=O)C1=CC2=C(N3C(S2)=NC(=C3)C3=CC=C(C=C3)C3N(CCC3)C(=O)OC(C)(C)C)C=C1